4-(2-fluorobenzoyl)-N-((1-methylpyrrolidin-3-yl)methyl)-3,4-dihydroquinoxaline-1(2H)-carboxamide FC1=C(C(=O)N2CCN(C3=CC=CC=C23)C(=O)NCC2CN(CC2)C)C=CC=C1